3-[5-fluoro-3-methyl-2-oxo-4-(4-piperidinyl)benzimidazol-1-yl]Piperidine-2,6-dione FC1=C(C2=C(N(C(N2C)=O)C2C(NC(CC2)=O)=O)C=C1)C1CCNCC1